3-chloro-7-methoxy-1,2-benzothiazole-1,1-dioxide ClC1=NS(C2=C1C=CC=C2OC)(=O)=O